5-[aziridine-1-yl]-2,4-dinitrobenzamide N1(CC1)C=1C(=CC(=C(C(=O)N)C1)[N+](=O)[O-])[N+](=O)[O-]